C(C)(C)(C)N(C(O)=O)CCCCCN1C(=NC2=C1C=CC(=C2)C)N.C(C)(C)(C)OC(=O)NCCCCCN2C(=NC1=C2C=CC(=C1)C)NC(=O)C=1C=C(C(=O)OC(C)(C)C)C=CC1 tert-butyl 3-((1-(5-((tert-butoxycarbonyl)amino)pentyl)-5-methyl-1H-benzo[d]imidazol-2-yl)carbamoyl)benzoate tert-butyl-(5-(2-amino-5-methyl-1H-benzo[d]imidazol-1-yl)pentyl)carbamate